2-chloro-N-(4-fluorobenzyl)-5-methylpyridin-4-amine ClC1=NC=C(C(=C1)NCC1=CC=C(C=C1)F)C